1-(5-fluoro-1H-pyrrolo[2,3-b]pyridin-3-yl)-3-(6-(4-hydroxypiperidin-1-yl)pyridin-3-yl)urea FC=1C=C2C(=NC1)NC=C2NC(=O)NC=2C=NC(=CC2)N2CCC(CC2)O